ClC=1C=C(C=CC1)C(C(=O)O)CC 3-chlorophenyl-butyric acid